6-[4-[5-[2-(3-Hydroxyphenyl)ethynyl]pyridine-3-carbonyl]piperazin-1-yl]-N-[3-nitro-4-(2-phenylsulfanylethylamino)phenyl]sulfonylpyridazine-3-carboxamide OC=1C=C(C=CC1)C#CC=1C=C(C=NC1)C(=O)N1CCN(CC1)C1=CC=C(N=N1)C(=O)NS(=O)(=O)C1=CC(=C(C=C1)NCCSC1=CC=CC=C1)[N+](=O)[O-]